Hydroxyfluorine OF